9-hydroxypyrrolo[3,4-c]carbazole-1,3(2H,6H)-dione OC1=CC=2C=3C4=C(C=CC3NC2C=C1)C(NC4=O)=O